4-HYDROXY-8-IODOISOQUINOLIN OC1=CN=CC2=C(C=CC=C12)I